CN([C@H]([C@H](C)NC1=NN2C(C3=CC=CC=C13)=NN=C2C)C2=CC=C(C(=O)OC)C=C2)C Methyl 4-((1S,2S)-1-(dimethylamino)-2-((3-methyl-[1,2,4]triazolo[3,4-a]phthalazin-6-yl)amino)propyl)benzoate